6-hydroxy-5,8-dimethyl-2-naphthoic acid OC=1C(=C2C=CC(=CC2=C(C1)C)C(=O)O)C